2-((4-(difluoromethyl)benzyl)amino)pyrimidine-5-carbohydrazide FC(C1=CC=C(CNC2=NC=C(C=N2)C(=O)NN)C=C1)F